S1C2=C(C=C1)C(=CC=C2)N2CCN(CC2)CCCCOC2=CC=C1C(CC(N(C1=C2)COC(CCCCCCC)=O)=O)(C)C Octanoic acid 7-[4-(4-benzo[b]thiophen-4-ylpiperazin-1-yl)butoxy]-4,4-dimethyl-2-oxo-3,4-dihydro-2H-quinolin-1-ylmethyl ester